chromium-zinc oxide [O-2].[Zn+2].[Cr+3]